ClC=1C(=CC=C2C=CNC(C12)=O)SC=1N=CC=NC1 5-((8-chloro-1-oxo-1,2-dihydroisoquinolin-7-yl)thio)pyrazine